3-(4-methoxybenzyl)-2-((trimethylsilyl)ethynyl)quinazolin-4(3H)-one COC1=CC=C(CN2C(=NC3=CC=CC=C3C2=O)C#C[Si](C)(C)C)C=C1